Benzyl (3S,5R)-4-(2-((3-(1-(3-methoxy-3-oxopropyl)ureido)-1-methyl-1H-indazol-7-yl)amino)ethyl)-3,5-dimethylpiperazine-1-carboxylate COC(CCN(C(=O)N)C1=NN(C2=C(C=CC=C12)NCCN1[C@H](CN(C[C@H]1C)C(=O)OCC1=CC=CC=C1)C)C)=O